ClCC(=O)CCl Chloromethyl Ketone